N-vinylbenzyl-γ-aminopropyl-triethoxysilane C(=C)NCCC[Si](OC(C)CC1=CC=CC=C1)(OCC)OCC